N-cyclopropyl-2-(difluoromethoxy)-4-[7-(1,1-dimethyl-2-oxoethyl)imidazo[1,2-a]pyridin-3-yl]-6-methoxy-benzamide C1(CC1)NC(C1=C(C=C(C=C1OC)C1=CN=C2N1C=CC(=C2)C(C=O)(C)C)OC(F)F)=O